3-((2S)-2-hydroxy-3-(8-(naphthalen-2-ylsulfonyl)-1-oxa-8-azaspiro[4.5]decan-3-ylamino)propoxy)-N-pentylbenzenesulfonamide O[C@H](COC=1C=C(C=CC1)S(=O)(=O)NCCCCC)CNC1COC2(C1)CCN(CC2)S(=O)(=O)C2=CC1=CC=CC=C1C=C2